Potassium Hydrogen Citrate C(CC(O)(C(=O)[O-])CC(=O)[O-])(=O)O.[K+].[K+]